N,N-dimethylbenzoyl-allylamine CN(C)CC=CC(C1=CC=CC=C1)=O